2-fluoro-N-(2-iodo-4-(perfluoropropan-2-yl)-6-(trifluoromethyl)phenyl)-3-(methylamino)benzamide FC1=C(C(=O)NC2=C(C=C(C=C2C(F)(F)F)C(C(F)(F)F)(C(F)(F)F)F)I)C=CC=C1NC